C(CC)OCC(C)OCC(C)O 1-((1-propoxypropan-2-yl)oxy)propan-2-ol